7-styryl-benzo[c]acridine C(=CC1=CC=CC=C1)C1=C2C=CC=CC2=NC=2C3=C(C=CC12)C=CC=C3